C(=C)C=1C=2N(C=CC1NC(C1=CC=CC=C1)=O)N=CC2 N-(4-vinylpyrazolo[1,5-a]pyridin-5-yl)benzamide